ClC=1N=C(C2=C(N1)C=NC(=N2)SC)N2CCCCC2 2-chloro-6-methylthio-4-piperidin-1-yl-pyrimido[5,4-D]pyrimidine